(2S,4R)-4-fluoro-1-(2-fluoro-4-(3-fluorobenzyloxy)benzyl)pyrrolidine-2-carboxamide F[C@@H]1C[C@H](N(C1)CC1=C(C=C(C=C1)OCC1=CC(=CC=C1)F)F)C(=O)N